CC1(CCOCC1)CNC(=O)[C@@H]1CC12CCN(CC2)C(=O)OC(C(F)(F)F)C(F)(F)F 1,1,1,3,3,3-Hexafluoropropan-2-yl (R)-1-(((4-methyltetrahydro-2H-pyran-4-yl)methyl)carbamoyl)-6-azaspiro[2.5]octan-6-carboxylat